2,6-dichloro-4-(4-morpholinopiperidin-1-yl)benzoyl chloride ClC1=C(C(=O)Cl)C(=CC(=C1)N1CCC(CC1)N1CCOCC1)Cl